3-[(3-chloro-4-fluorophenyl)-(5-methyl-4-methylsulfonyl-1H-imidazol-2-yl)methoxy]thietane 1,1-dioxide ClC=1C=C(C=CC1F)C(OC1CS(C1)(=O)=O)C=1NC(=C(N1)S(=O)(=O)C)C